BrC1=C2CN(C(C2=CC=C1)=O)C1CCC(CC1)C(=O)NC1=NC2=C(N1C)C=CC=C2 (1s,4s)-4-(4-Bromo-1-oxoisoindolin-2-yl)-N-(1-methyl-1H-benzo[d]imidazol-2-yl)cyclohexanecarboxamide